Cl.FC1(CC(C1)(N)C1=C(C=CC=C1)F)F 3,3-difluoro-1-(2-fluorophenyl)cyclobutanamine hydrochloride